2,2'-bis(methoxyl-methoxy)-1,1'-binaphthyl O(C)COC1=C(C2=CC=CC=C2C=C1)C1=C(C=CC2=CC=CC=C12)OCOC